(Z)-(4-(1-(4-(2-(4-(4-(2-(2,6-dioxopiperidin-3-yl)-1-oxoisoindolin-5-yl)piperazine-1-carbonyl)piperazin-1-yl)ethoxy)phenyl)-2-phenylbut-1-en-1-yl)phenyl)boronic acid O=C1NC(CCC1N1C(C2=CC=C(C=C2C1)N1CCN(CC1)C(=O)N1CCN(CC1)CCOC1=CC=C(C=C1)\C(=C(\CC)/C1=CC=CC=C1)\C1=CC=C(C=C1)B(O)O)=O)=O